4-((3-(benzyl-(methyl)carbamoyl)quinolin-5-yl)amino)piperidine-1-carboxylic acid tert-butyl ester C(C)(C)(C)OC(=O)N1CCC(CC1)NC1=C2C=C(C=NC2=CC=C1)C(N(C)CC1=CC=CC=C1)=O